COC=1C=C2C(=NC=NC2=CC1OC)CCN1CCS(CC1)(=N)=O 4-(2-(6,7-dimethoxyquinazolin-4-yl)ethyl)-1-imino-1λ6-thiomorpholine 1-oxide